6-bromohexanoyl-proline methyl ester COC([C@H]1N(CCC1)C(CCCCCBr)=O)=O